4-thionyl-5-hydroxy-imidazole S(=O)=C1N=CN=C1O